2-butyl-4-(3,5-difluoro-4-((4-(piperidin-4-yloxy)piperidin-1-yl)methyl)phenyl)-2,7-naphthyridin-1(2H)-one TFA salt OC(=O)C(F)(F)F.C(CCC)N1C(C2=CN=CC=C2C(=C1)C1=CC(=C(C(=C1)F)CN1CCC(CC1)OC1CCNCC1)F)=O